N2-(6-(2-(methylsulfonyl)pyrimidin-5-yl)hex-5-ynyl)-N6-trityl-L-lysyl-L-alanyl-L-alanine CS(=O)(=O)C1=NC=C(C=N1)C#CCCCCN[C@@H](CCCCNC(C1=CC=CC=C1)(C1=CC=CC=C1)C1=CC=CC=C1)C(=O)N[C@@H](C)C(=O)N[C@@H](C)C(=O)O